ClC1=CC=C(C=C1)NCC#CC=1N(C2=CC=CC(=C2C1)CN1CCC(CC1)O)CC 1-[(2-{3-[(4-chlorophenyl)amino]prop-1-yn-1-yl}-1-ethyl-1H-indol-4-yl)methyl]piperidin-4-ol